N-(7-Cyano-2-formyl-indan-5-yl)-2-hydroxy-2-methyl-propanamide C(#N)C=1C=C(C=C2CC(CC12)C=O)NC(C(C)(C)O)=O